(-)-1-(benzo[b]thiophen-2-yl)-3-[(3S*,4R*)-4-(3-fluoro-5-methoxypyridin-2-yl)-2-oxo-pyrrolidin-3-yl]urea S1C2=C(C=C1NC(=O)N[C@@H]1C(NC[C@H]1C1=NC=C(C=C1F)OC)=O)C=CC=C2 |o1:9,13|